CCCCCCCC/C=C\CCCCCCCCCC(=O)OC[C@H](COP(=O)([O-])OCC[N+](C)(C)C)OC(=O)CCCCCC/C=C\C/C=C\C/C=C\C/C=C\CC 1-(11Z-eicosenoyl)-2-(8Z,11Z,14Z,17Z-eicosatetraenoyl)-sn-glycero-3-phosphocholine